N1-[2-(dimethylamino)ethyl]-5-methoxy-N1-methyl-2-nitro-N4-(6-(3,3,5,6-tetramethyl-2,3-dihydro-1H-pyrrolo[3,2-b]pyridin-1-yl)pyrimidin-4-yl)benzene-1,4-diamine CN(CCN(C1=C(C=C(C(=C1)OC)NC1=NC=NC(=C1)N1CC(C2=NC(=C(C=C21)C)C)(C)C)[N+](=O)[O-])C)C